tert-butyl (4-(4-cyclopropylphenoxy)butanoyl)glycinate C1(CC1)C1=CC=C(OCCCC(=O)NCC(=O)OC(C)(C)C)C=C1